2,4-Dichloro-N-methyl-N-[(1S)-2-methyl-1-(piperidin-1-ylmethyl)propyl]benzamide ClC1=C(C(=O)N([C@@H](C(C)C)CN2CCCCC2)C)C=CC(=C1)Cl